ClC=1C=C(C=CC1F)NC(=O)C1=C(N=CN1C)C1CC2CC(CC2C1)(O)C1=CC(=NN1C)OCC(=O)OCC ethyl 2-((5-(5-(5-((3-chloro-4-fluorophenyl)carbamoyl)-1-methyl-1H-imidazol-4-yl)-2-hydroxyoctahydropentalen-2-yl)-1-methyl-1H-pyrazol-3-yl)oxy)acetate